trans-4-(2-furyl)-pyrrolidine-3-carboxylic acid O1C(=CC=C1)[C@H]1[C@@H](CNC1)C(=O)O